1-amino-5-(dimethylamino)pent-3-yn-2-ol NCC(C#CCN(C)C)O